OC[C@H]1CCC(N1C(=O)OC(C)(C)C)(C)C tert-Butyl (R)-5-(hydroxymethyl)-2,2-dimethylpyrrolidine-1-carboxylate